ClC=1C=C(C=CC1)N1N=CC(=C1)[C@@H](C(=O)NC1=NNC(=C1)C1CC1)C (S)-2-(1-(3-chlorophenyl)-1H-pyrazol-4-yl)-N-(5-cyclopropyl-1H-pyrazol-3-yl)propanamide